tert-butyl ((6-(oxazol-4-ylmethoxy)-5-(trifluoromethoxy)-1H-indol-2-yl)methyl)carbamate O1C=NC(=C1)COC1=C(C=C2C=C(NC2=C1)CNC(OC(C)(C)C)=O)OC(F)(F)F